C(C)(C)(C)C12CS(CC(CN(C1)C(=O)[O-])N2CC2=CC=CC=C2)(=O)=O tert-butyl-9-benzyl-3-thia-7,9-diazabicyclo[3.3.1]nonane-7-carboxylate 3,3-dioxide